(E)-3-(pyrimidin-5-yl)acrolein N1=CN=CC(=C1)/C=C/C=O